BrC1=C(C=CC=C1N1C2=CC=CC=C2C=2C=CC=CC12)N1C=2C=CC=CC2C=2C3=C(C=CC12)C=CC=C3 7-(2-bromo-3-(9H-carbazol-9-yl)phenyl)-7H-benzo[c]carbazole